C(C)(C)(C)C1N(CCC(C1)[C@@H](CCOC1=CC(=C(C=C1)Br)C)C)C(=O)OCCNC1=C(C=CC=C1)[N+](=O)[O-] N-(2-nitrophenyl)ethanolamine tert-butyl-4-[(1R)-3-(4-bromo-3-methyl-phenoxy)-1-methyl-propyl]piperidine-1-carboxylate